C[C@@H]1N(CCNC1)CC=1N=NC=CC1 (S)-3-((2-methylpiperazin-1-yl)methyl)pyridazine